N-[(2-cyclobutyloxypyridin-4-yl)methyl]-1-(3,5-difluorophenyl)-3-methyl-5-oxopyrrolidine-3-carboxamide C1(CCC1)OC1=NC=CC(=C1)CNC(=O)C1(CN(C(C1)=O)C1=CC(=CC(=C1)F)F)C